C(C)(C)(C)OCC1=NC=2C(=C3C(=NC2)NC=C3)N1C1CCC(CC1)CC#N 2-((1r,4r)-4-(2-(tert-butoxymethyl)imidazo[4,5-d]Pyrrolo[2,3-b]Pyridin-1(6H)-yl)cyclohexyl)acetonitrile